NC1=C(C(=CC(=C1)Cl)C(C)OCC1=CC=CC=C1)S(=O)(=O)NC(C(=O)[O-])C(C)C1=C(C(=CC=C1F)C)C 2-amino-6-[1-(benzyloxy)ethyl]-4-chlorobenzenesulfonamido-3-(6-fluoro-2,3-dimethylphenyl)butanoate